ClC1=NC=C(C(=N1)NCC=1C=NC(=CC1)N1N=C(C=C1C)C(F)(F)F)N 2-chloro-N4-([6-[5-methyl-3-(trifluoromethyl)pyrazol-1-yl]pyridin-3-yl]methyl)pyrimidine-4,5-diamine